C(C)(C)C1=CCC(CC1)(C)SCCC[Si](OC)(OC)OC (3-((4-isopropyl-1-methylcyclohex-3-en-1-yl)thio)propyl)trimethoxysilane